FC1=C(C=C(C=C1)NC(=O)N1CC=2C(=NN3C2C=2C(CC(C3)CO)=CON2)CC1)C(F)(F)F N-(4-Fluoro-3-(trifluoromethyl)-phenyl)-5-(hydroxymethyl)-5,6,9,10-tetrahydro-4H-isoxazolo[3,4-c]pyrido[4',3':3,4]-pyrazolo[1,5-a]azepine-11(12H)-carboxamide